4-(5-(8-oxa-3-azabicyclo[3.2.1]oct-3-yl)pyrazolo[1,5-a]Pyrimidin-3-yl)-1H-1,2,3-triazole C12CN(CC(CC1)O2)C2=NC=1N(C=C2)N=CC1C=1N=NNC1